C(C)(C)(C)OC(=O)N1CCC(CC1)C(C(C1=C(C=CC=C1)[N+](=O)[O-])O)C(=O)OC 4-[2-Hydroxy-1-methoxycarbonyl-2-(2-nitro-phenyl)-ethyl]-piperidine-1-carboxylic acid tert-butyl ester